2-{4-[2-(tert-butyl-dimethyl-silanyloxy)-ethoxy]-3,5-dimethyl-phenyl}-5,7-dimethyl-3H-pyrido[2,3-d]Pyrimidin-4-one C(C)(C)(C)[Si](OCCOC1=C(C=C(C=C1C)C=1NC(C2=C(N1)N=C(C=C2C)C)=O)C)(C)C